ClC=1C=2C=3N(C(=NC2C=CC1)N[C@H]1C(NCCCC1)=O)N=C(N3)C3=CC(=CC=C3)F (3R)-3-{[10-chloro-2-(3-fluorophenyl)[1,2,4]triazolo[1,5-c]quinazolin-5-yl]amino}azepan-2-one